FC=1C=C2C=C(NC2=CC1)C(=O)N[C@H](C(N[C@@H](C[C@H]1C(NCC1)=O)C(COC1=C(C(=CC(=C1F)F)F)F)=O)=O)CC(C)C 5-fluoro-N-((S)-4-methyl-1-oxo-1-(((S)-3-oxo-1-((S)-2-oxopyrrolidin-3-yl)-4-(2,3,5,6-tetrafluorophenoxy)butan-2-yl)amino)pentan-2-yl)-1H-indole-2-carboxamide